C(CCCCC)N(C[C@@H]([C@H]([C@@H]([C@@H](CO)O)O)O)O)CC1=CC=C(C=C1)NCC(=O)OCC ethyl (4-((hexyl((2S,3R,4R,5R)-2,3,4,5,6-pentahydroxyhexyl)amino)methyl)phenyl)glycinate